methyl 2-(3-(2-fluorophenyl)-1-methylureido)-5-oxo-5H-thieno[3,2-b]pyran-6-carboxylate FC1=C(C=CC=C1)NC(N(C)C1=CC=2OC(C(=CC2S1)C(=O)OC)=O)=O